C(#N)C1=CC=C(C=C1)C(C(=O)O)=O 2-(4-Cyanophenyl)-2-oxoacetic acid